(E)-3-(1-((tert-butoxycarbonyl)amino)cyclopropyl)acrylic acid C(C)(C)(C)OC(=O)NC1(CC1)/C=C/C(=O)O